C(C)(C)(C)OC(=O)N[C@H](C(=O)OCC)CC1=CC(=C(C=C1)C=O)B1OC(C(O1)(C)C)(C)C ethyl (2S)-2-[(tert-butoxycarbonyl)amino]-3-[4-formyl-3-(4,4,5,5-tetramethyl-1,3,2-dioxaborolan-2-yl)phenyl]propanoate